(1S,4S)-Methyl 5-((4-methyl-3-(pyridin-2-yl)phenyl)carbamoyl)-2,5-diazabicyclo[2.2.1]heptane-2-carboxylate CC1=C(C=C(C=C1)NC(=O)N1[C@@H]2CN([C@H](C1)C2)C(=O)OC)C2=NC=CC=C2